COC1=CC2=C(NC(=N2)C2=C(C=3C(NC2=O)=CN(N3)C)N[C@@H](CC)C3=NC=CC=N3)C=C1OC |o1:21| (S*)-6-(5,6-dimethoxy-1H-benzo[d]imidazol-2-yl)-2-methyl-7-((1-(pyrimidin-2-yl)-propyl)amino)-2H-pyrazolo[4,3-b]pyridin-5(4H)-one